2-amino-2-[4-(trifluoromethyl)-2-pyridinyl]Ethyl acetate C(C)(=O)OCC(C1=NC=CC(=C1)C(F)(F)F)N